N-[[4-[3-(dimethylamino)azetidin-1-yl]-1-[4-(trifluoromethoxy)phenyl]pyrazolo[3,4-b]pyridin-3-yl]methyl]prop-2-enamide CN(C1CN(C1)C1=C2C(=NC=C1)N(N=C2CNC(C=C)=O)C2=CC=C(C=C2)OC(F)(F)F)C